BrC1=CC(=NC=C1Cl)O[C@H]1CN(CC1)C1=C(C(N(N=C1)C1OCCCC1)=O)Cl 5-((R)-3-((4-bromo-5-chloropyridin-2-yl)oxy)pyrrolidin-1-yl)-4-chloro-2-(tetrahydro-2H-pyran-2-yl)pyridazin-3(2H)-one